3-bromo-8-nitroindolo[2,1-b]quinazoline-6,12-dione BrC1=CC=C2C(N3C(=NC2=C1)C(C1=CC(=CC=C13)[N+](=O)[O-])=O)=O